OCCOCCOCCOCCOCCOCCNC(OC(C)(C)C)=O tert-butyl N-(17-hydroxy-3,6,9,12,15-pentaoxaheptadecan-1-yl)carbamate